C1=C(C=CC=2C3=CC=CC=C3C=CC12)B(O)O Phenanthrene-2-ylboronic acid